C(C)(C)(C)OC(=O)N1CCC(CC1)NC(CCCC1=NC=2NCCCC2C=C1)=O 4-(4-(5,6,7,8-tetrahydro-1,8-naphthyridin-2-yl)butyrylamino)piperidine-1-carboxylic acid tert-butyl ester